5-(2-methoxyethoxy)-2-(pyridin-2-yl)pyrimidine COCCOC=1C=NC(=NC1)C1=NC=CC=C1